O\C(=C(/C(=O)OC)\O)\C1=CC(O)=C(O)C=C1 methyl dihydroxycaffeate